CNCC1CN(CCC1)C N-methyl-1-(1-methylpiperidin-3-yl)methylamine